N-{4-[2-(2-chloro-4-methoxyphenyl)acetylamino]pyridin-2-yl}-N-(3,4-difluorophenyl)acetamide ClC1=C(C=CC(=C1)OC)CC(=O)NC1=CC(=NC=C1)N(C(C)=O)C1=CC(=C(C=C1)F)F